C(C)OP1(OCCCO1)=O 2-Ethoxy-1,3,2-dioxaphosphorinane 2-oxide